rac-(3R,4R)-4-(5-Bromo-6-methoxy-2H-indazol-2-yl)-3-methylcyclohexan-1-one BrC1=CC2=CN(N=C2C=C1OC)[C@H]1[C@@H](CC(CC1)=O)C |r|